fluoro-N-(phenylsulfonyl)benzenesulfonamide FC1=C(C=CC=C1)S(=O)(=O)NS(=O)(=O)C1=CC=CC=C1